C(C)(C)OC=1C=C2C(=NN(C2=CC1)C(C1=CC=CC=C1)(C1=CC=CC=C1)C1=CC=CC=C1)C1=CN=NC(=C1)N1CC(CC1)C 5-isopropoxy-3-(6-(3-methylpyrrolidin-1-yl)pyridazin-4-yl)-1-trityl-1H-indazole